C(C1=CC=CC=C1)O[C@H]1[C@H](O)O[C@H]([C@@H]([C@H]1OCC1=CC=CC=C1)OCC1=CC=CC=C1)C 2,3,4-Tri-O-benzyl-alpha-L-rhamnopyranose